BrC=1C=C(C(N(C1)C1CCCC1)=O)C 5-bromo-1-cyclopentyl-3-methyl-1,2-dihydropyridin-2-one